N=1C=NN2C1C=C(C=C2)C2=CNC=1N=C(N=C(C12)OC)NC1CCC(CC1)OCCO 2-(((1r,4r)-4-((5-([1,2,4]triazolo[1,5-a]pyridin-7-yl)-4-methoxy-7H-pyrrolo[2,3-d]pyrimidin-2-yl)amino)cyclohexyl)oxy)ethan-1-ol